2-(4-chloro-3-fluorophenoxy)-N-{3-[2-(4-chloro-3-fluorophenoxy)acetylamino]bicyclo[1.1.1]pentane-1-yl}-3-methoxypropionamide ClC1=C(C=C(OC(C(=O)NC23CC(C2)(C3)NC(COC3=CC(=C(C=C3)Cl)F)=O)COC)C=C1)F